3-(3,3-difluoropiperidin-1-yl)-4-((N,N-dimethylsulfamoyl)carbamoyl)benzoic acid FC1(CN(CCC1)C=1C=C(C(=O)O)C=CC1C(NS(N(C)C)(=O)=O)=O)F